C(C)(=O)OC(OC(C)=O)[SiH2]C=1SC=CC1 Diacetyloxymethylthienylsilane